[Al].[Ag].[Sn] tin-silver-aluminum